COC1=NC(=CC=C1NC(=O)C=1C(=NOC1C)C1=CC=CC=C1)C=1C=NN(C1)C1=CC=NC=C1 (2-methoxy-6-(1-(pyridin-4-yl)-1H-pyrazol-4-yl)pyridin-3-yl)-5-methyl-3-phenylisoxazole-4-carboxamide